C(CCCCCCCCCCC)OS(=O)(=O)[O-].[Na+].C(CCCCCCCCCCC)(=O)[O-].[Na+] sodium laurate sodium lauryl-sulfate